CC=COF perfluoro (methyl)vinyl ether